CS(=O)(=O)C(C)(C)C1=NC(=NC=2N3[C@@H](COC[C@H]3COC12)C)N1C(=NC2=C1C=CC=C2)NC {1-[(5R,8aS)-1-(1-methanesulfonyl-1-methyl-ethyl)-5-methyl-5,6,8a,9-tetrahydro-8H-7,10-Dioxa-2,4,4b-triazaphenanthrene-3-yl]-1H-benzimidazol-2-yl}-methylamine